FC1(CC1)CN1CCC2(CCN(CC2)C2=CC(=C(N)C=C2C=2C=NN(C2)C)OC)CC1 4-(9-((1-fluorocyclopropyl)methyl)-3,9-diazaspiro[5.5]undecan-3-yl)-2-methoxy-5-(1-methyl-1H-pyrazol-4-yl)aniline